N-(2-naphthyl)-L-isoleucine methyl ester COC([C@@H](NC1=CC2=CC=CC=C2C=C1)[C@@H](C)CC)=O